OC1=C(C(CCC1)=O)C(=O)C=1C(=NN(C1)CC1=NC(=CC=C1)C)C(F)(F)F 3-Hydroxy-2-(1-((6-methylpyridin-2-yl)methyl)-3-(trifluoromethyl)-1H-pyrazole-4-carbonyl)cyclohex-2-en-1-one